C(C)(C)(C)OC(=O)N\C(\C(=O)OC)=C(/C)\I methyl (E)-2-(tert-butoxycarbonylamino)-3-iodo-but-2-enoate